CN(C1=C(C(=CC=C1)OC)B(O)O)C 2-DIMETHYLAMINO-6-METHOXYPHENYLBORONIC ACID